C(C)C(C)O[Zr] (monoethylethoxy)zirconium